ClC1=NC=CC(=N1)CS(=O)(=O)C 2-chloro-4-((methylsulfonyl)methyl)pyrimidine